tert-butyl (2R,4S)-2-(((S)-1-oxo-1-((4-(5-(trifluoromethyl)-1,2,4-oxadiazol-3-yl)benzyl)amino)propan-2-yl)carbamoyl)-4-phenylpiperidine-1-carboxylate O=C([C@H](C)NC(=O)[C@@H]1N(CC[C@@H](C1)C1=CC=CC=C1)C(=O)OC(C)(C)C)NCC1=CC=C(C=C1)C1=NOC(=N1)C(F)(F)F